BrC1=CC(=CC2=C1NCC(CC2)NC(OC(C)(C)C)=O)F tert-butyl (9-bromo-7-fluoro-2,3,4,5-tetrahydro-1H-benzo[b]azepin-3-yl)carbamate